O1C(COCC1)C1=NC=C(C(=C1)N1N=CC(=C1C(F)(F)F)C(=O)NC=1C=NC(=C(C1)Cl)N1N=CC=N1)C 1-(2-(1,4-dioxan-2-yl)-5-methylpyridin-4-yl)-N-(5-chloro-6-(2H-1,2,3-triazol-2-yl)pyridin-3-yl)-5-(trifluoromethyl)-1H-pyrazole-4-carboxamide